O1N=C(C2=C1C=CC=C2)C2=C(C=CC=C2)[C@H](CC2=NC=CC=N2)N[S@@](=O)C(C)(C)C (S)-N-{(S)-1-[2-(Benzo[d]isoxazol-3-yl)phenyl]-2-(pyrimidin-2-yl)ethyl}-2-methylpropane-2-sulfinamide